N-(7-bromo-2,3-dihydro-1H-inden-4-yl)-2-(hydroxyimino)acetamide BrC=1C=CC(=C2CCCC12)NC(C=NO)=O